2-oxaspiro[3.3]heptane-5-ol C1OCC12C(CC2)O